tert-butyl 4-[[4-[5-[(3,4-dichlorophenyl)methylamino]-7-oxo-6H-pyrazolo[4,3-d]pyrimidin-1-yl]-1-piperidyl]methyl]piperidine-1-carboxylate ClC=1C=C(C=CC1Cl)CNC=1NC(C2=C(N1)C=NN2C2CCN(CC2)CC2CCN(CC2)C(=O)OC(C)(C)C)=O